C1(=CC=CC=C1)C1=C(C2=C(SC3=C2C=CC=C3)C=C1)C1=NN=NC(=C1C1=NC3=C(C(=C1C)C)C=1C=CC=CC1C3)C3=C(C=CC=C3)C3=CC=CC=C3 (phenyl)[(biphenylyl)(dimethylindenopyridyl)triazinyl]dibenzothiophene